2-(5-((3-(Cyclopropylmethyl)-2,4,5-trioxoimidazolidin-1-yl)methyl)-1,2,4-oxadiazol-3-yl)-N-(2-hydroxyethyl)-N-(2-methoxyphenyl)acetamide C1(CC1)CN1C(N(C(C1=O)=O)CC1=NC(=NO1)CC(=O)N(C1=C(C=CC=C1)OC)CCO)=O